Cl.BrC=1C=C(C=CC1)C1(COC1)N 3-(3-bromophenyl)oxetan-3-amine hydrochloride